FC1=NC(=CC(=C1)NC1=CC=C(C(=N1)C(=O)NC1C(CC1)(C)C)O)F 6-[(2,6-difluoro-4-pyridyl)amino]-N-(2,2-dimethylcyclobutyl)-3-hydroxy-pyridine-2-carboxamide